NC=1N(C=C(N1)CCCCCC(=O)OC)C1=CC=CC=C1 methyl 6-(2-amino-1-phenyl-1H-imidazol-4-yl)hexanoate